NC1=NC=CC=C1C1=NC=2C(=NC(=CC2)C2=CC=CC=C2)N1C=1C=C2CC[C@@H](C2=CC1)NC(C1=CC(=C(C=C1)NS(=O)(=O)C)C=O)=O N-[(1S)-5-[2-(2-aminopyridin-3-yl)-5-phenylimidazo[4,5-b]pyridin-3-yl]-2,3-dihydro-1H-inden-1-yl]-3-formyl-4-methanesulfonamidobenzamide